N1N=CC2=C(C=CC=C12)CN1N=CC2=C(C1=O)N(C1=C2SC(=N1)CC1=CC=NC=C1)C 6-((1H-indazol-4-yl)methyl)-4-methyl-2-(pyridin-4-ylmethyl)-4,6-dihydro-5H-thiazolo[5',4':4,5]pyrrolo[2,3-d]pyridazin-5-one